palladium-silver aluminum [Al].[Ag].[Pd]